7-(2-chloro-6-methyl-phenyl)-N-(1-methylazetidin-3-yl)isoquinolin-5-amine ClC1=C(C(=CC=C1)C)C=1C=C(C=2C=CN=CC2C1)NC1CN(C1)C